1-(8-bromoquinolin-6-yl)-3-methylcyclobutane-1-carboxylic acid BrC=1C=C(C=C2C=CC=NC12)C1(CC(C1)C)C(=O)O